BrC=1C=CC(=C(C1)C(C(F)F)O)OC1=CC=C(C=C1)OC(F)(F)F 1-(5-bromo-2-(4-(trifluoromethoxy)phenoxy)phenyl)-2,2-difluoroethan-1-ol